n-butyl phosphate potassium salt [K+].P(=O)(OCCCC)([O-])[O-].[K+]